BrC1=CC=C(C[C@@H]2C[C@H](N(C2)C(=O)OC(C)(C)C)C(=O)N2[C@H](CC(C2)(F)F)C(=O)OC)C=C1 tert-butyl (2S,4R)-4-(4-bromobenzyl)-2-((R)-4,4-difluoro-2-(methoxycarbonyl)pyrrolidine-1-carbonyl)pyrrolidine-1-carboxylate